(7-(3-(tert-butyl)phenyl)-2-azaspiro[3.5]non-2-yl)((1s,3s)-3-hydroxy-3-methylcyclobutyl)methanone C(C)(C)(C)C=1C=C(C=CC1)C1CCC2(CN(C2)C(=O)C2CC(C2)(C)O)CC1